triazole-1,3-disulfonamide N1(NN(C=C1)S(=O)(=O)N)S(=O)(=O)N